3,7-dimethyldibenzothiophene CC=1C=CC2=C(SC3=C2C=CC(=C3)C)C1